C1=C(C(=O)O)O1 epoxypropenoic acid